9-acetyl-2-(2,4-difluorophenyl)-7-methyl-4H-pyrido[1,2-a]pyrimidin-4-one C(C)(=O)C1=CC(=CN2C1=NC(=CC2=O)C2=C(C=C(C=C2)F)F)C